OC1=NN(C2=CC=C(C=C12)C#N)C 3-Hydroxy-1-methyl-1H-indazole-5-carbonitrile